ClC1=C(C=NC(=C1)C(F)(F)F)NC(=O)N[C@@H](C)C1=NC=NN1C1=CC(=NC=N1)C(=O)NC 6-[5-[(1S)-1-[[4-chloro-6-(trifluoromethyl)-3-pyridyl]carbamoylamino]ethyl]-1,2,4-triazol-1-yl]-N-methyl-pyrimidine-4-carboxamide